N-(4-(((R)-1-hydroxy-4-methylpentan-2-yl)amino)-6-(2-(2-methoxypyridin-3-yl)propyl)-1,3,5-triazin-2-yl)methanesulfonamide OC[C@@H](CC(C)C)NC1=NC(=NC(=N1)CC(C)C=1C(=NC=CC1)OC)NS(=O)(=O)C